1-ethyl-2,3,4,9-tetrahydro-1H-pyrido[3,4-b]indole C(C)C1NCCC2=C1NC1=CC=CC=C21